(S)-N-(1-(4-aminopyridin-2-yl)ethyl)-5-(4-(trifluoromethyl)phenoxy)-2-naphthamide NC1=CC(=NC=C1)[C@H](C)NC(=O)C1=CC2=CC=CC(=C2C=C1)OC1=CC=C(C=C1)C(F)(F)F